COC=1C(=CC(=C(C1)N1CCC2(CN(C2)CC2CCN(CC2)C(=O)OC(C)(C)C)CC1)C=1C=NN(C1)C)[N+](=O)[O-] tert-butyl 4-((7-(5-methoxy-2-(1-methyl-1H-pyrazol-4-yl)-4-nitrophenyl)-2,7-diazaspiro[3.5]nonan-2-yl)methyl)piperidine-1-carboxylate